ethyl 7-bromo-2-(4-bromo-2-fluorophenyl)-2H-pyrazolo[4,3-b]pyridine-3-carboxylate Ethyl-2-(4-bromo-2-fluorophenyl)-7-hydroxy-2H-pyrazolo[4,3-b]pyridine-3-carboxylate C(C)OC(=O)C=1N(N=C2C1N=CC=C2O)C2=C(C=C(C=C2)Br)F.BrC=2C=1C(N=CC2)=C(N(N1)C1=C(C=C(C=C1)Br)F)C(=O)OCC